5-(3,4-dimethyl-5-nitro-1H-pyrazol-1-yl)pentan-2-amine CC1=NN(C(=C1C)[N+](=O)[O-])CCCC(C)N